4-(benzyloxyphenyl)2-((tert-butoxycarbonyl)amino)-5-oxopentanoate C(C1=CC=CC=C1)OC1=C(C=CC=C1)C(CC(C(=O)[O-])NC(=O)OC(C)(C)C)C=O